BrC=1C=CC(=NC1)C([C@@](C[N+](=O)[O-])(O)C1=C(C=C(C=C1)F)F)(F)F (R)-1-(5-bromopyridin-2-yl)-2-(2,4-difluorophenyl)-1,1-difluoro-3-nitropropan-2-ol